N-[2,6-dimethyl-4-[2-(trifluoromethyl)-6,7-dihydro-4H-oxazolo[4,5-c]pyridin-5-yl]phenyl]-3,3-dimethylbutanamide CC1=C(C(=CC(=C1)N1CC2=C(CC1)OC(=N2)C(F)(F)F)C)NC(CC(C)(C)C)=O